CN(C1=CC=C(C=C1)S(=O)C1=CC=CC=C1)C 1-dimethylamino-4-(phenylsulfinyl)benzene